ClC1=NC(=NC(=N1)Cl)C1CC1 2,4-dichloro-6-cyclopropyl-1,3,5-triazine